(2E,4E)-4-([1,1'-biphenyl]-4-yl)-4-(acetoxyimino)but-2-enoic acid ethyl ester C(C)OC(\C=C\C(=N/OC(C)=O)\C1=CC=C(C=C1)C1=CC=CC=C1)=O